tetraethyl-p-toluenesulfonic acid C(C)C1=C(C(=C(C(=C1C)CC)CC)S(=O)(=O)O)CC